BrC=1C=C(C(=NC1CC(=O)OC)OC)C1CCN(CC1)C(=O)OC(C)(C)C tert-Butyl 4-(5-bromo-2-methoxy-6-(2-methoxy-2-oxoethyl)pyridin-3-yl)piperidine-1-carboxylate